BrC=1C(=C(C(=O)O)C(=C(C1OC(=O)[C@@]1(C(=CC(C=C1C)=O)OC)O)C)C)O (R)-3-bromo-2-hydroxy-4-((1-hydroxy-2-methoxy-6-methyl-4-oxocyclohexa-2,5-diene-1-carbonyl)oxy)-5,6-dimethylbenzoic acid